N-[(3R,6R)-6-methylpiperidine-3-yl]carbamic acid tert-butyl ester C(C)(C)(C)OC(N[C@H]1CN[C@@H](CC1)C)=O